2,8-dimethyl-7-(3-(6-(trifluoromethyl)pyridin-3-yl)-7,8-dihydro-1,6-naphthyridin-6(5H)-yl)-4H-pyrimido[1,2-b]pyridazin-4-one CC=1N=C2N(N=C(C(=C2)C)N2CC=3C=C(C=NC3CC2)C=2C=NC(=CC2)C(F)(F)F)C(C1)=O